3-(4-((2-cyclopropylethyl)((1-(3,3,3-trifluoropropyl)piperidin-4-yl)methyl)amino)-1-oxoisoindolin-2-yl)piperidine-2,6-dione C1(CC1)CCN(C1=C2CN(C(C2=CC=C1)=O)C1C(NC(CC1)=O)=O)CC1CCN(CC1)CCC(F)(F)F